C1(CC1)N1C(N(C=2C(C1=O)=C(N(C(C2C)=O)C)NC2=C(C=C(C=C2)I)F)C2=C1C=CNC1=CC=C2)=O 3-Cyclopropyl-5-((2-fluoro-4-iodophenyl)amino)-1-(1H-indol-4-yl)-6,8-dimethylpyrido[4,3-d]pyrimidine-2,4,7(1H,3H,6H)-trione